O1[C@@H](COCC1)CNC(=O)C1=C(C2=C(CC3(C4=CN(N=C24)CC2=CC=NC=C2)CCC3)O1)C(F)(F)F N-[(2R)-1,4-Dioxan-2-ylmethyl]-2'-(Pyridin-4-ylmethyl)-8'-(trifluoromethyl)-2',5'-dihydrospiro[cyclobutan-1,4'-furo[2,3-g]indazol]-7'-carboxamid